bis(3,5-dimethyl-4-hydroxyphenyl) sulfoxide CC=1C=C(C=C(C1O)C)S(=O)C1=CC(=C(C(=C1)C)O)C